N1C(=NC2=C1C=CC=C2)C2=C(C(=C(N2)C)C(=O)NCCN(CC)CC)C2=CC=CC=C2 5-(1H-benzo[d]imidazol-2-yl)-N-(2-(diethylamino)ethyl)-2-methyl-4-phenyl-1H-pyrrole-3-carboxamide